7,9-dimethyl-4-(1-(oxetan-3-yl)piperidin-4-yl)pyrido[3',2':4,5]thieno[3,2-d]pyrimidine CC=1C=C(C2=C(SC3=C2N=CN=C3C3CCN(CC3)C3COC3)N1)C